palmitoyl-L-prolyl-L-glycyl-L-tyrosine sodium [Na].C(CCCCCCCCCCCCCCC)(=O)N1[C@@H](CCC1)C(=O)NCC(=O)N[C@@H](CC1=CC=C(C=C1)O)C(=O)O